(S)-1'-(3-(1-(2-amino-3-chloropyridin-4-yl)vinyl)-1H-pyrazolo[3,4-b]pyrazin-6-yl)-6-methoxy-1,3-dihydro-spiro[inden-2,4'-piperidin]-1-amine NC1=NC=CC(=C1Cl)C(=C)C1=NNC2=NC(=CN=C21)N2CCC1(CC2)[C@@H](C2=CC(=CC=C2C1)OC)N